COC1=C(C=C(C=C1)[C@@H](C)NC(C1=C(C=CC(=C1)N1CCN(CC1)C)C)=O)C=1C=C(SC1)C(=O)OCC1=CC=CC=C1 benzyl 4-[2-methoxy-5-[(1R)-1-[[2-methyl-5-(4-methylpiperazin-1-yl)benzoyl]amino]ethyl]phenyl]thiophene-2-carboxylate